C12CCCC(CC1)CC2 (1S,5R)-bicyclo[3.2.2]nonane